ClC[C@@H](CCCl)CCC (R)-3-(chloromethyl)hexanyl chloride